COC1=CC=C(C=C1)CCCNC=1C2=C(N=C(N1)SC)SC(=C2)C N-(3-(4-methoxyphenyl)propyl)-6-methyl-2-(methylthio)thieno[2,3-d]pyrimidin-4-amine